C1CCC12CN(CC2)CC=2NC1=CC(=CC=C1C2)CN2N=NC(=C2)C2=C1C=NNC1=CC(=C2)NCCCl 4-(1-((2-((6-azaspiro[3.4]oct-6-yl)methyl)-1H-indol-6-yl)methyl)-1H-1,2,3-triazol-4-yl)-N-(2-chloroethyl)-1H-indazol-6-amine